C(C)C1=C(CN2C[C@H](CC2)C(=O)O)C=CC(=C1)/C(/C)=N/OCC1=CC(=C(C=C1)C1=CC=NC=C1)C (S,E)-1-(2-ethyl-4-(1-(((3-methyl-4-(pyridin-4-yl)benzyl)oxy)imino)ethyl)benzyl)pyrrolidine-3-carboxylic acid